BrC1=NC(=C(C=C1Br)C)N1CCCC1 2,3-Dibromo-5-methyl-6-(pyrrolidin-1-yl)pyridine